ClC=1C(=C(C(=CC1Cl)Cl)O)[C@H]1CC2=NN=C(N2C1)CC (R)-3,4,6-trichloro-2-(3-ethyl-6,7-dihydro-5H-pyrrolo[2,1-c][1,2,4]triazol-6-yl)phenol